1-((2R,4S)-4-(4-Amino-3-((1-cyclopropyl-6-fluoro-1H-benzo[d]imidazol-5-yl)ethynyl)-1H-pyrazolo[3,4-d]pyrimidin-1-yl)-2-((difluoromethoxy)methyl)pyrrolidin-1-yl)prop-2-en-1-one NC1=C2C(=NC=N1)N(N=C2C#CC2=CC1=C(N(C=N1)C1CC1)C=C2F)[C@H]2C[C@@H](N(C2)C(C=C)=O)COC(F)F